C(CCCCCCCCCCCCCCCCC)(=O)OC[C@H](O)CO |r| 1-monostearoyl-rac-glycerol